O1CCN(CC1)C(C[C@H](C(N[C@@H](CCCC1=CC=CC=C1)B1OC(C(O1)(C)C)(C)C)=O)N(C(OC(C)(C)C)=O)CCC1=CC=CC=C1)=O tert-butyl ((R)-4-morpholino-1,4-dioxo-1-(((R)-4-phenyl-1-(4,4,5,5-tetramethyl-1,3,2-dioxaborolan-2-yl)butyl)amino)butan-2-yl)(phenethyl)carbamate